4-pentyloxymethoxy-1-methylbutylmagnesium iodide C(CCCC)OCOCCCC(C)[Mg]I